(2R,3S,4R)-4-acetamido-2-(6-bromopyridin-2-ylcarbamoyl)-3-fluoropyrrolidine-1-carboxylic acid tert-butyl ester C(C)(C)(C)OC(=O)N1[C@@H]([C@H]([C@@H](C1)NC(C)=O)F)C(NC1=NC(=CC=C1)Br)=O